BrC1=C(C(=O)OCC)C=C(C=C1)C(F)(F)F ethyl 2-bromo-5-(trifluoromethyl)benzoate